(E)-ethyl 3-(3,4-difluorophenyl)-2-methylacrylate FC=1C=C(C=CC1F)/C=C(/C(=O)OCC)\C